N,N'-bis-(2-(3-(3,5-dibutyl-4-hydroxyphenyl)propionyloxy)ethyl)oxamide C(CCC)C=1C=C(C=C(C1O)CCCC)CCC(=O)OCCNC(=O)C(=O)NCCOC(CCC1=CC(=C(C(=C1)CCCC)O)CCCC)=O